CC1=CC2=C(N(C=N2)CN2C(CC(C2)CCC)=O)C=C1C 1-[(5,6-dimethyl-1H-benzimidazol-1-yl)methyl]-4-propylpyrrolidin-2-one